BrC=1C=CC(=NC1F)NC(=O)[C@H](C(C1CC1)C1CC1)NC(=O)C=1N(N=CC1)C(C)C N-[(1S)-1-[(5-bromo-6-fluoro-2-pyridyl)carbamoyl]-2,2-dicyclopropyl-ethyl]-2-isopropyl-pyrazole-3-carboxamide